C(C)(C)(C)OC(=O)NC=1C(=C(C=CC1)CN1C(OC2=C(C1)C=CC(=C2)C(C(=O)O)(F)F)=O)F 2-{3-[(3-{[(tert-butoxy)carbonyl]amino}-2-fluorophenyl)methyl]-2-oxo-3,4-dihydro-2H-1,3-benzoxazin-7-yl}-2,2-difluoroacetic acid